N1(N=CC=C1)CC=1C=CC(=NC1OC)C(=O)N[S@](=O)(=N)C1=C(C=CC=C1OC)F (R)-5-((1H-pyrazol-1-yl)methyl)-N-(2-fluoro-6-methoxyphenylsulfonimidoyl)-6-methoxypicolinamide